5-(3-aminophenyl)-N-(4-chloro-1-(tetrahydro-2H-pyran-2-yl)-1H-indazol-5-yl)-1,2,4-oxadiazol-3-amine NC=1C=C(C=CC1)C1=NC(=NO1)NC=1C(=C2C=NN(C2=CC1)C1OCCCC1)Cl